CCCCCCCCC(=O)OC(C)(C)C Tert-butyl octane-8-carboxylate